tert-butyl (R)-4-(3-chloro-4-(10-methyl-8-oxo-9,10,11,12-tetrahydro-8H-[1,4]diazepino[5',6':4,5]thieno[3,2-f]quinolin-3-yl)phenyl)piperazine-1-carboxylate ClC=1C=C(C=CC1C1=NC=2C=CC3=C(C2C=C1)C1=C(S3)C(N[C@@H](CN1)C)=O)N1CCN(CC1)C(=O)OC(C)(C)C